CC1=C(C2=C(N=CN=C2NC2(CC2)C)O1)C(=O)N1CCC(CC1)C1=CC=C(C#N)C=C1 4-(1-{6-methyl-4-[(1-methylcyclopropyl)amino]furo[2,3-d]pyrimidine-5-carbonyl}piperidin-4-yl)benzonitrile